6'-ethoxy-5-isocyanato-3-(2-trityl-2H-tetrazol-5-yl)-2,3'-bipyridyl C(C)OC1=CC=C(C=N1)C1=NC=C(C=C1C=1N=NN(N1)C(C1=CC=CC=C1)(C1=CC=CC=C1)C1=CC=CC=C1)N=C=O